ClC=1C=C2C=CC(=NC2=CC1)C(=O)N[C@@H]1CC[C@H](CC1)CNC(COC1=CC(=C(C=C1)Cl)F)=O trans-6-chloro-N-(4-((2-(4-chloro-3-fluorophenoxy)acetamido)methyl)cyclohexyl)quinoline-2-carboxamide